(19R)-3-ethyl-16-fluoro-10,19-dimethyl-20-oxa-4,5,6,10,11,23-hexaazapentacyclo[19.3.1.02,6.08,12.013,18]pentacosa-1(24),2,4,8,11,13,15,17,21(25),22-decaen-22-amine C(C)C1=C2C3=CN=C(C(O[C@@H](C4=CC(=CC=C4C4=NN(C=C4CN2N=N1)C)F)C)=C3)N